ClC1=NC(=NC(=N1)N1CCOCC1)N1CCCCC1 2-chloro-4-morpholino-6-piperidinyl-1,3,5-triazine